[Na].CSC.[Na] sodium dimethyl sulfide sodium